N1C(=NC=C1)NC(=O)NC1=CC=CC=C1 (1H-imidazol-2-yl)-3-phenylurea